3-ethyl-6-methoxy-2-methyl-1,3-benzothiazolium iodide [I-].C(C)[N+]1=C(SC2=C1C=CC(=C2)OC)C